Cl.FC(CCC)(F)C=1C=C2C(=NC1)C(CN2C(CN2[C@H](CN[C@@H](C2)C)CN2C[C@@H](CC2)F)=O)(C)C 1-[6-(1,1-Difluorobutyl)-3,3-dimethyl-1H,2H,3H-pyrrolo[3,2-b]pyridin-1-yl]-2-[(2R,5R)-2-{[(3R)-3-fluoropyrrolidin-1-yl]methyl}-5-methylpiperazin-1-yl]ethan-1-one hydrochloride